(-)-(4R)-4-[3-[3-[6-[3-hydroxy-3-(trifluoromethyl)pyrrolidin-1-yl]-3-pyridyl]azetidin-1-yl]-3-oxo-propyl]oxazolidin-2-one OC1(CN(CC1)C1=CC=C(C=N1)C1CN(C1)C(CC[C@H]1NC(OC1)=O)=O)C(F)(F)F